C(#N)C1=CC=CC(=N1)C(CNC(=O)C1=CC(=NO1)C1=NC=C(C=C1F)F)C=1C(=NN(C1C)C)C N-[2-(6-cyano-2-pyridyl)-2-(1,3,5-trimethylpyrazol-4-yl)ethyl]-3-(3,5-difluoro-2-pyridyl)isoxazole-5-carboxamide